dicarboxyl-quaterphenyl C(=O)(O)C=1C(=C(C=CC1)C=1C(=CC=CC1)C=1C(=CC=CC1)C1=CC=CC=C1)C(=O)O